6-[(7S)-2-{3-[4-(3,4-Dimethoxypyridin-2-yl)phenyl]-1H-pyrazolo[3,4-b]pyridin-5-yl}-6,7,8,9-tetrahydro-5H-benzo[7]annulen-7-yl]-3-oxa-6-azabicyclo[3.1.1]heptane COC=1C(=NC=CC1OC)C1=CC=C(C=C1)C1=NNC2=NC=C(C=C21)C=2C=CC1=C(CC[C@H](CC1)N1C3COCC1C3)C2